(3R)-1-(2-(2,6-dioxopiperidin-3-yl)-1,3-dioxoisoindolin-5-yl)pyrrolidine-3-carbaldehyde O=C1NC(CCC1N1C(C2=CC=C(C=C2C1=O)N1C[C@@H](CC1)C=O)=O)=O